C1(=CC=CC=C1)C1(C(C(C1C(=O)O)(C(=O)O)C1=CC=CC=C1)C(=O)O)C(=O)O 1,3-diphenyl-1,2,3,4-Cyclobutanetetracarboxylic acid